1-(3-(2-(7,8-Dimethyl-[1,2,4]triazolo[1,5-a]pyridin-6-yl)-3-isopropyl-1H-indol-5-yl)azetidin-1-yl)-2-(dimethylamino)ethan-1-on CC1=C(C=2N(C=C1C=1NC3=CC=C(C=C3C1C(C)C)C1CN(C1)C(CN(C)C)=O)N=CN2)C